2-(1-((R)-2-(((1r,4R)-4-hydroxycyclohexyl)oxy)-2-(2-isopropoxyphenyl)ethyl)-5-methyl-6-(oxazol-2-yl)-2,4-dioxo-1,2-dihydrothieno[2,3-d]pyrimidin-3(4H)-yl)-2-methylpropanamide OC1CCC(CC1)O[C@@H](CN1C(N(C(C2=C1SC(=C2C)C=2OC=CN2)=O)C(C(=O)N)(C)C)=O)C2=C(C=CC=C2)OC(C)C